C(C)(C)(C)OC(=O)N\C(=N/C(=O)OC(C)(C)C)\NC1=CC=C(C(=O)OC=2C=3N(C(=CC2)CC(NCC(=O)OC(C)(C)C)=O)N=CN3)C=C1 5-({[2-(tert-butoxy)-2-oxoethyl]carbamoyl}methyl)-[1,2,4]triazolo[1,5-a]pyridin-8-yl 4-{[(1Z)-{[(tert-butoxy)carbonyl]amino}({[(tert-butoxy)carbonyl]imino})methyl] amino}benzoate